ethyl-icosapentaene C(C)C=CC=CC=CC=CC=CCCCCCCCCCC